C(N)(=O)C=1C=C(C=CC1F)NC(=O)C1=C(C(=NN1CC1CCC(CC1)(F)F)C(F)F)C(F)(F)F N-(3-carbamoyl-4-fluorophenyl)-1-((4,4-difluorocyclohexyl)methyl)-3-(difluoromethyl)-4-(trifluoromethyl)-1H-pyrazole-5-carboxamide